5-fluoro-7-iodobenzo[d][1,3]dioxol-4-amine FC1=C(C2=C(OCO2)C(=C1)I)N